BrC(C(OC=1C=C(C=NC1)C1=NN(C=2C[C@@H](CCC12)C(=O)OC)C(C)C)(F)F)(F)F (R)-methyl 3-(5-(2-bromo-1,1,2,2-tetrafluoroethoxy)pyridin-3-yl)-1-isopropyl-4,5,6,7-tetrahydro-1H-indazole-6-carboxylate